2-[N-(4-chlorophenyl)-N-methylamino]-4H-pyrido[3,2-e]-1,3-thiazin-4-one ClC1=CC=C(C=C1)N(C)C=1SC2=C(C(N1)=O)C=CC=N2